trans-[4-[(2-methylpyrazol-3-yl)methyl]cyclohexyl]-[(3S)-3-pyrazin-2-ylisoxazolidin-2-yl]methanone CN1N=CC=C1C[C@@H]1CC[C@H](CC1)C(=O)N1OCC[C@H]1C1=NC=CN=C1